6-Methoxy-3-pyridin-4-yl-quinoline COC=1C=C2C=C(C=NC2=CC1)C1=CC=NC=C1